FC=1C=C(C=CC1F)C1CN(C1)C=1C=C(C=C(C1F)F)[C@H]1[C@@H](C1)C=1C=NC(=NC1)C1=NC=CC=N1 trans-5-(2-(3-(3-(3,4-difluorophenyl)azetidin-1-yl)-4,5-difluorophenyl)cyclopropyl)-2,2'-bipyrimidine